NC1=CC=C(OC2=C(C=C(C=C2)C2=C(C=CC=C2)N)Cl)C=C1 4-(4-aminophenoxy)-3-chlorophenylbenzenamine